COC1=CC=C(CN(C2=CC(=C(C(=N2)C2=C(C=C3C(=NC(=NC3=C2F)OCC=O)N2[C@H](CN(CC2)C(=O)OC(C)(C)C)C)Cl)C(F)(F)F)C)CC2=CC=C(C=C2)OC)C=C1 tert-butyl (3S)-4-(7-(6-(bis(4-methoxybenzyl)amino)-4-methyl-3-(trifluoromethyl) pyridin-2-yl)-6-chloro-8-fluoro-2-(2-oxoethoxy)quinazolin-4-yl)-3-methylpiperazine-1-carboxylate